boric acid potassium hydroxide [OH-].[K+].B(O)(O)O